1-(dibenzo[b,d]furan-2-yl)cyclopropan-1-amine C1=C(C=CC=2OC3=C(C21)C=CC=C3)C3(CC3)N